(7S)-1-[(4-fluorophenyl)methyl]-3-N-(4-methoxy-3,5-dimethylphenyl)-7-methyl-5-(1H-pyrrole-2-carbonyl)-4,6-dihydropyrazolo[4,3-c]pyridine-3,7-dicarboxamide FC1=CC=C(C=C1)CN1N=C(C=2CN(C[C@@](C21)(C(=O)N)C)C(=O)C=2NC=CC2)C(=O)NC2=CC(=C(C(=C2)C)OC)C